3-[4-(2,2-dimethylmorpholin-4-yl)-6-(trifluoromethyl)pyrimidin-2-yl]-1-[(1-ethyl-1H-pyrazol-4-yl)methyl]-4-methyl-1,3-dihydro-2H-imidazol-2-one CC1(CN(CCO1)C1=NC(=NC(=C1)C(F)(F)F)N1C(N(C=C1C)CC=1C=NN(C1)CC)=O)C